tetrahydrothiopyrane S1CCCCC1